FC1=CC=C(C=C1)C1=C(C=NN1COCC[Si](C)(C)C)B1OC(C(O1)(C)C)(C)C 5-(4-fluorophenyl)-4-(4,4,5,5-tetramethyl-1,3,2-dioxaborolan-2-yl)-1-((2-(trimethylsilyl)ethoxy)methyl)-1H-pyrazole